tert-butyl (trans-4-(((trans-4-(4-amino-2-oxopyrimidin-1(2H)-yl)cyclohexyl)methyl)(methyl)amino)cyclohexyl)carbamate NC1=NC(N(C=C1)[C@@H]1CC[C@H](CC1)CN([C@@H]1CC[C@H](CC1)NC(OC(C)(C)C)=O)C)=O